C(C)(=O)NC1=NC=CC=C1CCC(=O)OC methyl (S)-2-acetamido-3-pyridine-propionate